OCC(C)(C)N1C=NC2=C1C(=CC(=C2)C(=O)O)C=2C=NC=NC2 1-(1-hydroxy-2-methylpropan-2-yl)-7-(pyrimidin-5-yl)-1H-benzo[d]Imidazole-5-carboxylic acid